thieno[3,4-b]pyridine-7-carboxamide N=1C=2C(C=CC1)=CSC2C(=O)N